2-chloro-4-(3-(difluoromethyl)cyclobutyl)-6,7-dimethylpteridine ClC1=NC2=NC(=C(N=C2C(=N1)C1CC(C1)C(F)F)C)C